C(C1=CC=CC=C1)C1=CC(=C(C=C1C)N=CN(C)CC)Cl N'-(4-benzyl-2-chloro-5-methylphenyl)-N-ethyl-N-methylformimidamide